(2-phenyl-1,2,3,4-tetrahydroquinolin-7-yl)methanol C1(=CC=CC=C1)C1NC2=CC(=CC=C2CC1)CO